FC(C(OC)C1=CC=CC=C1)C(CC1CCC(CC1)C1CCC(CC1)CCC)F 2,3-difluoro-1-methoxy-4-[(trans)-4'-propyl-[1,1'-bicyclohexane]-4-yl]butylbenzene